amino-3-bromo-2-fluorobenzoic acid NC1=C(C(=C(C(=O)O)C=C1)F)Br